Vinyl Methyl Sulfate S(=O)(=O)(OC=C)OC